COC(=O)C=1C=C2CN(N(CC2=CC1)C)CC1=CC=CC=C1 3-benzyl-2-methyl-1,2,3,4-tetrahydrophthalazine-6-carboxylic acid methyl ester